FC(OC1=CC=C(C=N1)[C@H](CC(=O)OC(C)(C)C)N1C(N(C=C1)CCCC1=NC=2NCCCC2C=C1)=O)F (S)-tert-Butyl 3-(6-(difluoromethoxy) pyridin-3-yl)-3-(2-oxo-3-(3-(5,6,7,8-tetrahydro-1,8-naphthyridin-2-yl)propyl)-2,3-dihydro-1H-imidazol-1-yl)propanoate